N1(N=NC2=C1C=CC=C2)C2=CC=C(C=C2)NC=2C(=NN(C2)C2=C(C=CC=C2Cl)Cl)C(=O)N 4-((4-(1H-benzo[d][1,2,3]triazol-1-yl)phenyl)amino)-1-(2,6-dichlorophenyl)-1H-pyrazole-3-carboxamide